(E)-4-heptene-2-ol CC(C\C=C\CC)O